(S)-quinuclidin-3-yl (7-(2-cyanophenyl)-3,3-dimethylchroman-4-yl)carbamate C(#N)C1=C(C=CC=C1)C1=CC=C2C(C(COC2=C1)(C)C)NC(O[C@@H]1CN2CCC1CC2)=O